N,N,N',N'-tetraethyl-4,5-dihydroxybenzene-1,3-disulfonamide C(C)N(S(=O)(=O)C1=CC(=C(C(=C1)O)O)S(=O)(=O)N(CC)CC)CC